C(C)(C)(C)S(=O)(=O)CC(=O)C1=CC=C(C=C1)C1=NOC(=N1)C(F)(F)F 2-(tert-butylsulfonyl)-1-(4-(5-(trifluoromethyl)-1,2,4-oxadiazol-3-yl)phenyl)ethan-1-one